FCCCCC(S(=O)(=O)C1=CC=CC=C1)[Ge](C1=CC=CC=C1)(C)C (5-fluoro-1-(phenylsulfonyl)pentyl)dimethyl-(phenyl)germane